CC1N(CCNC1)N methylpiperazin-1-amine